butyl 2-((2-(5-((dibenzo[b,d]furan-2-ylmethyl)amino)-6-oxo-2-phenylpyrimidin-1(6H)-yl)acetamido)methyl)-6,7-dihydrothieno[3,2-c]pyridine-5(4H)-carboxylate C1=C(C=CC=2OC3=C(C21)C=CC=C3)CNC3=CN=C(N(C3=O)CC(=O)NCC3=CC=2CN(CCC2S3)C(=O)OCCCC)C3=CC=CC=C3